2,2-difluoro-7-(trifluoromethanesulfonyl)-2,3-dihydro-1H-indene FC1(CC2=C(C=CC=C2C1)S(=O)(=O)C(F)(F)F)F